BrC1=CC2=C(N(C(N2[C@H]2CN(CC2)C2COC2)=O)CC2=NC=C(C=C2)C=2OC(=NN2)C(F)F)C=C1F (R)-5-bromo-1-((5-(5-(difluoromethyl)-1,3,4-oxadiazole-2-yl)pyridine-2-yl)methyl)-6-fluoro-3-(1-(oxetan-3-yl)pyrrolidine-3-yl)-1,3-dihydro-2H-benzo[d]imidazole-2-one